C(C)(C)(C)OC(=O)N1C2(CC2)CN(CC1)C1=C2C(=NC=C1)N(CC2)C(NC=2N=C(C=1N(C2)C=C(N1)C)OC)=O.C(C)(C)C1=C(N)C(=CC=C1)C(C)C 2,6-diisopropyl-aniline tert-butyl-7-(1-((8-methoxy-2-methylimidazo[1,2-a]pyrazin-6-yl)carbamoyl)-2,3-dihydro-1H-pyrrolo[2,3-b]pyridin-4-yl)-4,7-diazaspiro[2.5]octane-4-carboxylate